1,6-dihydroxy-2-bromonaphthalene OC1=C(C=CC2=CC(=CC=C12)O)Br